OC[C@H](C1=CC=CC=C1)NC1=NC(=NC=C1C1=NC(=NO1)C12CCN(CC1)CC2)NC2=CC=C1C(=N2)C(N(C1=O)C)(C)C (S)-2-((4-((2-hydroxy-1-phenylethyl)amino)-5-(3-(quinuclidin-4-yl)-1,2,4-oxadiazol-5-yl)pyrimidin-2-yl)amino)-6,7,7-trimethyl-6,7-dihydro-5H-pyrrolo[3,4-b]pyridin-5-one